NC1=C(OCCCNC2=NC(=NC=C2Cl)Cl)C=C(C(=C1)F)N1CC2(C1)CC(C2)OC N-(3-(2-amino-4-fluoro-5-(6-methoxy-2-azaspiro[3.3]hept-2-yl)phenoxy)propyl)-2,5-dichloropyrimidin-4-amine